tert-butyl 4-(3-methoxy-3-oxo-propyl)benzoate COC(CCC1=CC=C(C(=O)OC(C)(C)C)C=C1)=O